2-(4-tert-butyl-5-chloro-2-methyl-phenyl)-5-(1,5-dimethylimidazol-2-yl)-1H-1,6-naphthyridin-4-one C(C)(C)(C)C1=CC(=C(C=C1Cl)C=1NC2=CC=NC(=C2C(C1)=O)C=1N(C(=CN1)C)C)C